C1NCC12COC(OC2)CCN(C=2C=CC(=NC2)C#N)CC2CCC(CC2)C 5-((2-(6,8-dioxa-2-azaspiro[3.5]nonan-7-yl)ethyl)((4-methylcyclohexyl)methyl)amino)picolinonitrile